C(C)(C)(C)OC(=O)N1CC(OCC1)C1=NC=C(C=C1)C tert-butyl-2-(5-methylpyridin-2-yl)morpholine-4-carboxylate